C(C)(C)(C)N1CC(N(CC1)CCCN)=O tert-butyl-4-(3-aminopropyl)-3-oxo-piperazine